3-(6-(4,7-difluoroisoindoline-2-carbonyl)benzo[d]oxazol-2-yl)piperidine-2,6-dione FC1=C2CN(CC2=C(C=C1)F)C(=O)C1=CC2=C(N=C(O2)C2C(NC(CC2)=O)=O)C=C1